OF hydroxy-fluorine